N=1N=CN2C1C(=CC=C2)C(=O)O [1,2,4]triazolo[4,3-a]pyridine-8-carboxylic acid